potassium silanide [SiH3-].[K+]